ClC1=C(C=CC=C1OC)C(=O)N1C[C@H]2CO[C@@H](CN2CC1)C1=NC=C(C(=C1)C)Cl (2-chloro-3-methoxyphenyl)((3S,9aS)-3-(5-chloro-4-methylpyridin-2-yl)hexahydropyrazino[2,1-c][1,4]oxazin-8(1H)-yl)methanone